C(C)OC([C@@H](N)CC1=CC(I)=C(C=C1)O)=O monoiodotyrosine ethyl ester